(1S,4S)-N-(3-aminophenyl)-5-(pyrimidin-2-yl)-2,5-diazabicyclo[2.2.1]heptane-2-carboxamide NC=1C=C(C=CC1)NC(=O)N1[C@@H]2CN([C@H](C1)C2)C2=NC=CC=N2